C(C)(=O)C=1C=C(C=C2C(NC(=NC12)N1CCOCC1)=O)C 8-acetyl-6-methyl-2-morpholinoquinazolin-4(3H)-one